6-Stearamido-1,3,5-triazine-2,4-dithiol monopotassium Salt [K].C(CCCCCCCCCCCCCCCCC)(=O)NC1=NC(=NC(=N1)S)S